FC1=C(C(=O)O)C=CC(=C1)C(C(F)(F)F)(F)F 2-fluoro-4-(pentafluoroethyl)benzoic acid